tert-Butyl 3-((2-fluoro-4-methoxy-5-(((1R,2R,3S,4S)-3-((3-((trifluoromethyl)sulfonyl)phenyl)carbamoyl)bicyclo[2.2.1]heptan-2-yl)carbamoyl)phenoxy)methyl)cyclobutane-1-carboxylate FC1=C(OCC2CC(C2)C(=O)OC(C)(C)C)C=C(C(=C1)OC)C(N[C@@H]1[C@@H]2CC[C@H]([C@@H]1C(NC1=CC(=CC=C1)S(=O)(=O)C(F)(F)F)=O)C2)=O